N-(4-hydroxyphenylethyl)methacrylamide OC1=CC=C(C=C1)CCNC(C(=C)C)=O